CC1(CC(C2CC=CC=C12)C)[Zr]C1(C=CC=C1)C (1,3-dimethyltetrahydroindenyl)(methylcyclopentadienyl)zirconium